C(C)(=O)C1=C(C=C(C=C1)Cl)C=1C(=NN(C(C1)=O)[C@H](C(=O)NC1=CC2=CN(N=C2C=C1)C)CC1=CC=CC=C1)OC (S)-2-(4-(2-acetyl-5-chlorophenyl)-3-methoxy-6-oxopyridazin-1(6H)-yl)-N-(2-methyl-2H-indazol-5-yl)-3-phenylpropanamide